NC=1N=C(C2=C(N1)C(=NN2CC2=C(C=C(C(=O)OC)C=C2)OC)C)NCC2CC1(CC1)C2 methyl 4-((5-amino-3-methyl-7-((spiro[2.3]hex-5-ylmethyl) amino)-1H-pyrazolo[4,3-d]pyrimidin-1-yl) methyl)-3-methoxybenzoate